C[C@@H]1[C@H]([C@@H]([C@H]([C@H](O1)O[C@@]2([C@H]([C@@H]([C@H](O2)CO)O)O)CO)O)O)O 6-Deoxysucrose